C(CC)N(CCNC1=CC=C(C(=O)N)C=C1)CCC 4-((2-(dipropylamino)ethyl)amino)benzamide